O=C1NC(CCC1N1C(C2=CC=CC(=C2C1=O)NC1CC2(CC(C2)C(=O)O)C1)=O)=O 6-((2-(2,6-dioxopiperidin-3-yl)-1,3-dioxoisoindolin-4-yl)amino)spiro[3.3]heptane-2-carboxylic acid